dimethyl 2-methoxymalonate COC(C(=O)OC)C(=O)OC